ClC=1C=C(CN[C@H]2CN(CCC2)C(=O)OC)C=CC1N1N=CC(=C1)C1=NC(=NC=C1C#N)NC1CCN(CC1)S(=O)(=O)C Methyl (R)-3-((3-chloro-4-(4-(5-cyano-2-((1-(methylsulfonyl)piperidin-4-yl)amino)pyrimidin-4-yl)-1H-pyrazol-1-yl)benzyl)amino)piperidine-1-carboxylate